(-)-2-(3-chlorophenyl)-2-({4-[(2-imino-2,3-dihydro-1,3-oxazol-3-yl)methyl]-1H-1,3-benzodiazol-2-yl}amino)propan-1-ol ClC=1C=C(C=CC1)C(CO)(C)NC1=NC2=C(N1)C=CC=C2CN2C(OC=C2)=N